C(C)N1N=CC(=C1)OC1=C(C=C(COC2=NC(N3C(N4[C@@H](COCC4)C3)=C2)=O)C=C1F)F (R)-7-((4-((1-ethyl-1H-pyrazol-4-yl)oxy)-3,5-difluorobenzyl)oxy)-3,4,11,11a-tetrahydropyrimido[6',1':2,3]imidazo[5,1-c][1,4]oxazin-9(1H)-one